[Na+].[Na+].CC1CC(C(CC1C)C(=O)[O-])C(=O)[O-] 4,5-dimethylcyclohexane-1,2-dicarboxylic acid disodium salt